OP(O)OP(O)O.CCCC butane diphosphite